6-chloro-5-((3-(4-cyclopropyl-1,2,3,4-tetrahydroquinoxaline-1-carbonyl)pyridin-4-yl)oxy)benzofuran-3-carboxylic acid ethyl ester C(C)OC(=O)C1=COC2=C1C=C(C(=C2)Cl)OC2=C(C=NC=C2)C(=O)N2CCN(C1=CC=CC=C21)C2CC2